3-(2,6-difluoro-3,5-dimethoxyphenyl)-7-(1,3-dimethyl-1H-pyrazol-4-yl)-1-((2-methylpyridin-4-yl)methyl)-3,4-dihydropyrido[4,3-d]pyrimidin-2(1H)-one FC1=C(C(=C(C=C1OC)OC)F)N1C(N(C2=C(C1)C=NC(=C2)C=2C(=NN(C2)C)C)CC2=CC(=NC=C2)C)=O